C(\C=C\C(=O)O)(=O)O.CNC1CC1 N-methylcyclopropanamine fumarate salt